3-(7-{[(4R)-8-chloro-4-ethyl-1,1-dioxo-3,4-dihydro-2H-pyrido[2,3-b][1,4,5]oxathiazepin-2-yl]methyl}-2,3-dihydro-1-benzofuran-5-yl)-3-(1,4-dimethyl-1H-benzotriazol-5-yl)propanoic acid ClC1=CC2=C(O[C@@H](CN(S2(=O)=O)CC2=CC(=CC=3CCOC32)C(CC(=O)O)C3=C(C2=C(N(N=N2)C)C=C3)C)CC)N=C1